4-(6-(3,6-diazabicyclo[3.1.1]hept-3-yl)pyridin-3-yl)-6-ethoxypyrazolo[1,5-a]pyridine-3-carbonitrile C12CN(CC(N1)C2)C2=CC=C(C=N2)C=2C=1N(C=C(C2)OCC)N=CC1C#N